1-[4-[[1-[2-(2,4-Difluorophenyl)-2-hydroxy-3-(1,2,4-triazol-1-yl)propyl]triazol-4-yl]methoxy]phenyl]-3-(4-methoxyphenyl)prop-2-en-1-one FC1=C(C=CC(=C1)F)C(CN1N=NC(=C1)COC1=CC=C(C=C1)C(C=CC1=CC=C(C=C1)OC)=O)(CN1N=CN=C1)O